7,7-dimethyl-4-methylidenebicyclo[3.1.1]heptane CC1(C2CCC(C1C2)=C)C